phenyl 5,5-dimethyl-2-oxo-3-cyclopentene-1-carboxylate CC1(C=CC(C1C(=O)OC1=CC=CC=C1)=O)C